N-(3-chlorophenyl)piperidine-1-carboxamide ClC=1C=C(C=CC1)NC(=O)N1CCCCC1